CC=1OC(=C(N1)C1=CC(=C(C=C1)NC=1N=CC2=C(N1)C(=NC(=C2)C)N2CC1(CCOC1)CC2)OC)C N-(4-(2,5-dimethyloxazol-4-yl)-2-methoxyphenyl)-6-methyl-8-(2-oxa-7-azaspiro[4.4]nonan-7-yl)pyrido[3,4-d]pyrimidin-2-amine